N-(3-((1-(1-(2-aminoethyl)-3-cyclopropyl-1H-pyrazole-4-carbonyl)-4-hydroxypiperidin-4-yl)methyl)-4-oxo-3,4-dihydroquinazolin-7-yl)-3-(dimethylamino)propanamide NCCN1N=C(C(=C1)C(=O)N1CCC(CC1)(O)CN1C=NC2=CC(=CC=C2C1=O)NC(CCN(C)C)=O)C1CC1